(R)-1-methylpyrrolidin-3-yl (1r,3r)-3-((6-(5-(6-methylpyridin-2-yl)-1H-imidazol-4-yl)quinolin-3-yl)amino)cyclobutane-1-carboxylate CC1=CC=CC(=N1)C1=C(N=CN1)C=1C=C2C=C(C=NC2=CC1)NC1CC(C1)C(=O)O[C@H]1CN(CC1)C